CN(CCN1CCOCC1)C N,N-dimethyl-2-morpholinoethane-1-amine